N-[4-(4-tert-butylphenyl)-2,2-dimethylbutyl]-4-methylbenzenesulfonamide C(C)(C)(C)C1=CC=C(C=C1)CCC(CNS(=O)(=O)C1=CC=C(C=C1)C)(C)C